chlorine imidazole salt N1C=NC=C1.[Cl]